C(=C)S(=O)(=O)OC1=CC=C(C=C1)OSOOC=C (4-ethenylperoxysulfanyloxyphenyl) ethenesulfonate